ClC1=NC=C(C(=N1)N1N=CC2=CC(=CC=C12)N)C(F)(F)F.[N] nitrogen (2-chloro-5-(trifluoromethyl)pyrimidin-4-yl)-1h-indazol-5-amine